COC=1C=C2C(=NC(=NC2=CC1)C)SCC(=O)C1=CC=C(S1)CNC(COC=1C=NC=CC1)=O N-((5-(2-((6-methoxy-2-methylquinazolin-4-yl)thio)acetyl)thiophen-2-yl)methyl)-2-(pyridin-3-yloxy)acetamide